1,3-butanedial Methyl-(1S,3S)-3-((6-(5-((Z)-2-hydroxy-3-pentanoylguanidino)-1-methyl-1H-1,2,3-triazol-4-yl)-2-methylpyridin-3-yl)oxy)cyclohexane-1-carboxylate COC(=O)[C@@H]1C[C@H](CCC1)OC=1C(=NC(=CC1)C=1N=NN(C1N/C(=N/O)/NC(CCCC)=O)C)C.C(CC(C)=O)=O